FC(C1=NC=NC=C1SC1=NC=CC(N1)=O)(F)F (4-(trifluoromethyl)pyrimidin-5-yl)thiopyrimidin-4(3H)-one